ClC1=C(C=C(C(=C1)Cl)OC)NC1=C(C=NC2=CC(=C(C=C12)OCC)OCCCC1CCN(CC1)C)C#N 4-[(2,4-dichloro-5-methoxyphenyl)amino]-6-ethoxy-7-[3-(1-methylpiperidin-4-yl)propoxy]quinoline-3-carbonitrile